3-((6-chloro-2-methyl-2H-indazol-5-yl)imino)-6-((1-methyl-1H-1,2,4-triazol-3-yl)methyl)-4-(2,4,5-trifluorobenzyl)-3,4-dihydro-1,2,4-triazin-5(2H)-one ClC=1C(=CC2=CN(N=C2C1)C)N=C1NN=C(C(N1CC1=C(C=C(C(=C1)F)F)F)=O)CC1=NN(C=N1)C